O1CCN(CC1)CCCN1C(C=2C(=CC=3C(N(C(C=4C3C2C(C1=O)=CC4NCCN4CCCC4)=O)CCCN4CCOCC4)=O)C4=CC=C(C=C4)CN4CCCCC4)=O 2,7-bis(3-morpholinopropyl)-4-(4-(piperidin-1-ylmethyl)phenyl)-9-((2-(pyrrolidin-1-yl)ethyl)amino)benzo[lmn][3,8]phenanthroline-1,3,6,8(2H,7H)-tetraone